(difluoromethoxy)imidazo[1,2-a]pyridine FC(OC=1N=C2N(C=CC=C2)C1)F